NC1CCC(CC1)NC1=NC(=NC=C1C=1C=NN(C1)C(C)O)NC1=CC(=CC(=C1)F)F (4-(4-((1r,4r)-4-aminocyclohexylamino)-2-(3,5-difluorophenylamino)pyrimidin-5-yl)-1H-pyrazol-1-yl)ethan-1-ol